4-(isoquinolin-1-yl)piperazine C1(=NC=CC2=CC=CC=C12)N1CCNCC1